FC=1C=NC(=NC1)N1C[C@H](CC1)NC(C1=CC=C(C=C1)C1=NC=CC2=C1C=CO2)=O (S)-N-[1-(5-fluoropyrimidin-2-yl)pyrrolidin-3-yl]-4-(furo[3,2-c]pyridin-4-yl)benzamide